R-8-methyl-6-[1-(tetrahydro-pyran-4-yl)-ethoxy]-2-thieno[2,3-c]pyridin-5-yl-3H-quinazolin-4-one CC=1C=C(C=C2C(NC(=NC12)C=1C=C2C(=CN1)SC=C2)=O)O[C@H](C)C2CCOCC2